FC1=C(C(=CC(=C1)C(F)(F)F)F)CNC(OC(C)(C)C)=O tert-Butyl N-[[2,6-difluoro-4-(trifluoromethyl)phenyl]methyl]carbamate